4-fluoro-6-(4-fluorophenyl)-1H-indole FC1=C2C=CNC2=CC(=C1)C1=CC=C(C=C1)F